NC=1OC2=C(N1)C=C(C=C2)C2=CC=C1N=CC(=NC1=C2)NCC(=O)N 2-((7-(2-aminobenzo[d]oxazol-5-yl)quinoxalin-2-yl)amino)acetamide